N1C(=CC2=CC=CC=C12)CNC(=O)C1=CC=C2C(C(N(C2=C1)CC1=C(C=C(C=C1F)F)F)=O)(C)C N-((1H-indol-2-yl)methyl)-3,3-dimethyl-2-oxo-1-(2,4,6-trifluorobenzyl)indoline-6-carboxamide